{[(2E,6R)-6-hydroxy-2,6-dimethylocta-2,7-dien-1-yl]oxy}-6-(hydroxymethyl)oxane-3,4,5-triol O[C@](CC/C=C(/COC1OC(C(C(C1O)O)O)CO)\C)(C=C)C